2,6-dimethoxybenzoylbenzylbutylbutylphosphine oxide COC1=C(C(=O)C(CCC)P(CCCC)(CC2=CC=CC=C2)=O)C(=CC=C1)OC